titanium-vanadium-titanium-iron [Fe].[Ti].[V].[Ti]